citric acid monosodium citrate C(CC(O)(C(=O)O)CC(=O)O)(=O)[O-].[Na+].C(CC(O)(C(=O)O)CC(=O)O)(=O)O